(4-((7-(dimethylamino)-5-methyl-[1,2,4]triazolo[1,5-a]pyrimidin-6-yl)oxy)phenyl)(imino)(methyl)-λ6-sulfanone CN(C1=C(C(=NC=2N1N=CN2)C)OC2=CC=C(C=C2)S(=O)(C)=N)C